3-((1H-pyrrol-3-yl)methyl)-2-butyl-1,3-diazaspiro[4.4]non-1-en-4-one N1C=C(C=C1)CN1C(=NC2(C1=O)CCCC2)CCCC